C(C)OCC1(CCN(CC1)CC=1C=NN(C1)C)CCC1=CSC=C1C 4-(ethoxymethyl)-1-((1-methyl-1H-pyrazol-4-yl)methyl)-4-(2-(4-methylthiophen-3-yl)ethyl)piperidine